C(#N)C1=C(N=C2N1C=CC(=C2)C(=O)NC21COC(C2)(C1)C)C1=C(C(=CC=C1C=1C(=NN(C1)C)F)F)F 3-cyano-2-(2,3-difluoro-6-(3-fluoro-1-methyl-1H-pyrazol-4-yl)phenyl)-N-(1-methyl-2-oxabicyclo[2.1.1]hexan-4-yl)imidazo[1,2-a]pyridine-7-carboxamide